2-amino-4-(difluoromethyl)pyridine NC1=NC=CC(=C1)C(F)F